3-(6-oxo-1,6-dihydro-pyridazin-3-yl)-benzonitrile O=C1C=CC(=NN1)C=1C=C(C#N)C=CC1